(4-bromo-2-((1-((2-(3-(2,4-dimethoxybenzyl)dibocguanidino)ethyl)amino)-3-(1H-indol-3-yl)-1-oxopropan-2-yl)carbamoyl)phenyl)-2-naphthamide BrC1=CC(=C(C=C1)C1=C(C=CC2=CC=CC=C12)C(=O)N)C(NC(C(=O)NCCN(C(=N)N(CC1=C(C=C(C=C1)OC)OC)C(=O)OC(C)(C)C)C(=O)OC(C)(C)C)CC1=CNC2=CC=CC=C12)=O